(4-chloro-2,6-dimethylphenyl)boronic acid ClC1=CC(=C(C(=C1)C)B(O)O)C